N-((3R,4S)-3-(3-METHOXYAZETIDIN-1-YL)CHROMAN-4-YL)-2-(TRIFLUOROMETHYL)-1H-PYRROLO[3,2-C]PYRIDIN-4-AMINE COC1CN(C1)[C@H]1COC2=CC=CC=C2[C@@H]1NC1=NC=CC2=C1C=C(N2)C(F)(F)F